dicyclohexyl-(3-fluorophenyl)phosphonium tetrafluoroborate F[B-](F)(F)F.C1(CCCCC1)[PH+](C1=CC(=CC=C1)F)C1CCCCC1